C(C)OC=1C=C(C=CC1F)[C@H](C)NC(=O)C=1C(=NC2=C(N=C(C=C2C1N1CCN[C@H](CC1)C)C)C1CC1)N1CCOCC1 N-[(S)-1-(3-ethoxy-4-fluorophenyl)ethyl]-4-[(S)-5-methyl-1,4-diazepan-1-yl]-8-cyclopropyl-6-methyl-2-morpholino-1,7-diaza-3-naphthamide